1-(bromomethyl)-2-methyl-4-chloro-5-fluorobenzene BrCC1=C(C=C(C(=C1)F)Cl)C